FC1=C2CN(CC2=CC(=C1)F)C(=O)NC1=CC=C(C=C1)C1CCC(CC1)C(NCC(CO)(C)C)=O 4,6-difluoro-N-(4-((1r,4r)-4-((3-hydroxy-2,2-dimethylpropyl)carbamoyl)cyclohexyl)phenyl)isoindoline-2-carboxamide